2-methyl-2-[5-methyl-6-(1,3-oxazol-2-yl)-2,4-dioxo-1-[(2R)-2-phenyl-2-(propan-2-yloxy)ethyl]-1H,2H,3H,4H-thieno[2,3-d]pyrimidin-3-yl]propionic acid CC(C(=O)O)(C)N1C(N(C2=C(C1=O)C(=C(S2)C=2OC=CN2)C)C[C@H](OC(C)C)C2=CC=CC=C2)=O